I[SiH](N([SiH](I)I)C)I 1,1,3,3-tetraiodo-2-methyldisilazane